(2-(4'-butyl-[1,1'-biphenyl]-4-carbonyl)hydrazine-1-thiocarbonyl)isopropylamide C(CCC)C1=CC=C(C=C1)C1=CC=C(C=C1)C(=O)NNC(=S)[N-]C(C)C